t-butyl 3-(6-(4-chlorophenyl)-2-(1-methyl-1H-pyrazol-4-yl)-3-oxo-2,3-dihydropyridazine-4-carboxamido)-4-hydroxypyrrolidine-1-carboxylate ClC1=CC=C(C=C1)C=1C=C(C(N(N1)C=1C=NN(C1)C)=O)C(=O)NC1CN(CC1O)C(=O)OC(C)(C)C